3-((4-(4-hydroxyphenyl)-1-methyl-1H-1,2,3-triazol-5-yl)methyl)-1-cyclopentyl-1-methyl-urea OC1=CC=C(C=C1)C=1N=NN(C1CNC(N(C)C1CCCC1)=O)C